CN1C(C(=C(C2=CC=C(C=C12)O[C@H]1COCC1)N1CCC(CC1)C=1OC2=C(N1)C=C(C=C2)C)C(=O)N)=O (-)-1-methyl-4-[4-(5-methyl-1,3-benzoxazol-2-yl)piperidin-1-yl]-2-oxo-7-{[(3R)-oxolan-3-yl]oxy}-1,2-dihydroquinoline-3-carboxamide